4-{5-amino-6-[1-(2,6-dichloro-phenyl)-ethoxy]-pyrazin-2-yl}-N-(2-pyrrolidin-1-yl-ethyl)-benzamide NC=1N=CC(=NC1OC(C)C1=C(C=CC=C1Cl)Cl)C1=CC=C(C(=O)NCCN2CCCC2)C=C1